NC=1C=C2C(=CN=C(C2=CN1)NC)C#CC1=CC=C(C=C1)N1N(C=CC1=O)C 2-(4-((6-amino-1-(methylamino)-2,7-naphthyridin-4-yl)ethynyl)phenyl)-1-methyl-1H-pyrazol-3(2H)-one